2-({1-[2-(2,6-dioxopiperidin-3-yl)-6-fluoro-1,3-dioxoisoindol-5-yl]piperidin-4-yl}oxy)propanoic acid O=C1NC(CCC1N1C(C2=CC(=C(C=C2C1=O)N1CCC(CC1)OC(C(=O)O)C)F)=O)=O